4-((3-(2-Cyclopropyloxazol-4-yl)phenyl) ((4-(6-(dimethylamino)-pyridin-3-yl)bicyclo[2.2.2]octan-1-yl)methyl)carbamoyl)-cyclohexyl trans-(2-hydroxyethyl)-carbamate OCCNC(OC1CCC(CC1)C(N(CC12CCC(CC1)(CC2)C=2C=NC(=CC2)N(C)C)C2=CC(=CC=C2)C=2N=C(OC2)C2CC2)=O)=O